CC=1C=C(OC2=C(C(=NN=N2)OC2=CC(=C(C(=C2)C)O[N+](=O)[O-])C)OC2=CC(=C(C(=C2)C)O[N+](=O)[O-])C)C=C(C1O[N+](=O)[O-])C tris(3,5-dimethyl-4-nitryloxyphenoxy)triazine